(10-(3-chlorophenyl)-6-hydroxy-[1,2,4]triazolo[5,1-f][1,6]naphthyridine-5-carbonyl)glycine ClC=1C=C(C=CC1)C1=CC=NC=2C(=C(N3C(C12)=NC=N3)C(=O)NCC(=O)O)O